BrC=1N(C=C(N1)C(=O)OC)C1=CC=C(C=C1)C methyl 2-bromo-1-(p-tolyl)-1H-imidazole-4-carboxylate